benzyl 3-[2-(benzyldimethylammonio)ethyl]-7-methylindol-4-yl phosphate P(=O)(OCC1=CC=CC=C1)(OC1=C2C(=CNC2=C(C=C1)C)CC[N+](C)(C)CC1=CC=CC=C1)[O-]